3,5-dimethyl-2-chloromethylpyridine CC=1C(=NC=C(C1)C)CCl